BrCC1=C(C(OC2=C1C=CC(=C2)CN(C([O-])=O)C)=O)CC2=C(C(=CC=C2)CS(=O)(=O)CC)F 4-(bromomethyl)-3-(3-((ethylsulfonyl) methyl)-2-fluorobenzyl)-2-oxo-2H-benzopyran-7-yldimethylcarbamate